1-(4-hydroxy-3-methylphenyl)naphthalene OC1=C(C=C(C=C1)C1=CC=CC2=CC=CC=C12)C